FC1=C(C=C(C=C1F)N1N=CC2=NC(=CC=C21)N2CCN(CC2)S(=O)(=O)C)O 2,3-Difluoro-5-(5-(4-(methylsulfonyl)piperazin-1-yl)-1H-pyrazolo[4,3-b]pyridine-1-yl)phenol